COC(=O)N(NC(=O)C1=C(N=NC(=C1)Cl)NC1=CC(=CC=C1)C(F)(F)F)CC1=C(C=C(C=C1)C)C Methyl-2-(6-chloro-3-((3-(trifluoromethyl)phenyl)amino)pyridazine-4-carbonyl)-1-(2,4-dimethylbenzyl)hydrazine-1-carboxylate